BrC1=CSC=2NC(C=CC21)=O 3-bromothieno[2,3-b]pyridin-6(7H)-one